2-chloro-8-[1-(2,3-difluoro-benzyl)-1H-pyrazol-4-yl]-1-propyl-1,7-dihydro-purin-6-one ClC=1N(C(C=2NC(=NC2N1)C=1C=NN(C1)CC1=C(C(=CC=C1)F)F)=O)CCC